N-(4-(1-(2-cyanoethyl)-3,5-dimethyl-1H-pyrazol-4-yl)-1H-pyrrolo[2,3-b]pyridin-6-yl)cyclopropylcarboxamide C(#N)CCN1N=C(C(=C1C)C1=C2C(=NC(=C1)NC(=O)C1CC1)NC=C2)C